4-((1-(4-(m-tolyl)piperazine-1-carbonyl)cyclopentyl)oxy)benzonitrile C1(=CC(=CC=C1)N1CCN(CC1)C(=O)C1(CCCC1)OC1=CC=C(C#N)C=C1)C